(R)-5-(2-(dimethylamino)ethoxy)-N-(1-(3-(1-isopropyl-1H-pyrazol-4-yl)-5-(1-methyl-1H-pyrazol-4-yl)phenyl)ethyl)-2-methylbenzamide CN(CCOC=1C=CC(=C(C(=O)N[C@H](C)C2=CC(=CC(=C2)C=2C=NN(C2)C)C=2C=NN(C2)C(C)C)C1)C)C